1-(trifluoromethylsulfonyl) ethylene tert-Butyl (3S)-3-[2-[(4R)-4-benzyl-2-oxo-oxazolidin-3-yl]-2-oxo-ethyl]pyrrolidine-1-carboxylate C(C1=CC=CC=C1)[C@H]1N(C(OC1)=O)C(C[C@H]1CN(CC1)C(=O)OC(C)(C)C)=O.FC(S(=O)(=O)C=C)(F)F